FC1=CC(=C(C=C1)C=1C=CC=C2C=NC(=NC12)NC=1C=CC(=C(C1)NC(=O)[C@H]1N(CCC1)C)C)OC(C)C (S)-N-(5-((8-(4-fluoro-2-isopropoxyphenyl)quinazolin-2-yl)amino)-2-methylphenyl)-1-methylpyrrolidine-2-carboxamide